(2-acetamido-2-methylpropyl)(1-(4-fluoro-3-(trifluoromethyl)phenyl)cyclopropyl)carbamic acid methyl ester COC(N(C1(CC1)C1=CC(=C(C=C1)F)C(F)(F)F)CC(C)(C)NC(C)=O)=O